(3R)-7-[(3-bromo-2,4-difluorophenyl)sulfamoyl]-5-chloro-2,3-dihydro-1-benzofuran-3-yl acetate C(C)(=O)O[C@H]1COC2=C1C=C(C=C2S(NC2=C(C(=C(C=C2)F)Br)F)(=O)=O)Cl